2-(4-(6-Fluoro-3-(4-(methylsulfonyl)piperazine-1-carbonyl)quinolin-4-yl)phenyl)-2-methylpropanenitrile FC=1C=C2C(=C(C=NC2=CC1)C(=O)N1CCN(CC1)S(=O)(=O)C)C1=CC=C(C=C1)C(C#N)(C)C